2,2'-(4-cyano-4-phenylcyclopentane-1,2-diyl)diacetic acid C(#N)C1(CC(C(C1)CC(=O)O)CC(=O)O)C1=CC=CC=C1